NCCC1=NN(C=C1)C1C(CC1)CO (2-(3-(2-aminoethyl)-1H-pyrazol-1-yl)cyclobutyl)methanol